4-(tert-butylamino)-2-((1r,4r)-4-cyclopropoxycyclohexylamino)pyrimidine-5-carboxamide C(C)(C)(C)NC1=NC(=NC=C1C(=O)N)NC1CCC(CC1)OC1CC1